C(C)(C)N1N=C2C3=C(C(C(C2=C1OC)=O)=O)C=CC=C3 2-isopropyl-3-methoxy-2H-benzo[g]indazole-4,5-dione